1H-pyrrolo[3,2-c]pyridine-4-carbonitrile N1C=CC=2C(=NC=CC21)C#N